N(=[N+]=[N-])C[C@@](C)(O)C=1SC(=CN1)S(=O)(N)=N[Si](C)(C)C(C)(C)C 2-((R)-1-azido-2-hydroxypropan-2-yl)-N'-(tertbutyldimethylsilyl)thiazole-5-sulfonimidamide